ClC1=C2C=CC=NC2=CC=C1 5-chloroquinolin